diphenoxyisopentyloxyphosphine O(C1=CC=CC=C1)P(OCCC(C)C)OC1=CC=CC=C1